aluminum diisopropyloxide monosec-butoxide CC([O-])CC.C(C)(C)OC(C)C.[Al+]